NC1=NC=C(C(=N1)NCCO)OC1=CC(=NC=C1C(C)C)C#C 2-((2-amino-5-((2-ethynyl-5-isopropylpyridin-4-yl)oxy)pyrimidin-4-yl)amino)ethanol